ClN1C(N(C(NC1=O)=O)Cl)=O dichloroisocyanuric acid